C(C1=CC=CC=C1)OC1=C(C=C(C=C1C)C1=NC2=CC(=CC(=C2C(N1)=O)OC)F)C 2-(4-benzyloxy-3,5-dimethyl-phenyl)-7-fluoro-5-methoxy-3H-quinazolin-4-one